[Pd].C(C(=O)O)(=O)O oxalic acid palladium